FC1=CC=C(C=C1)NC(=O)C1(CC1)C(=O)NC1=CC=C(C=C1)OC1=CC=NC2=CC(=CC=C12)C=1C=NN(C1)S(=O)(=O)C 1-N'-(4-fluorophenyl)-1-N-[4-[7-(1-methylsulfonylpyrazol-4-yl)quinolin-4-yl]oxyphenyl]cyclopropane-1,1-dicarboxamide